1,3-bis-(4-aminophenyl)benzene NC1=CC=C(C=C1)C1=CC(=CC=C1)C1=CC=C(C=C1)N